6-(2-fluoro-4-(2-(methyl-d3)-2H-indazol-4-yl)-6-(trifluoromethyl)benzyl)-6,7-dihydro-5H-pyrrolo[3,4-b]pyridin-5-one-7,7-d2 FC1=C(CN2C(C3=NC=CC=C3C2=O)([2H])[2H])C(=CC(=C1)C=1C2=CN(N=C2C=CC1)C([2H])([2H])[2H])C(F)(F)F